2-{[(αr)-6-[4-(3-methylbutyl)-2,5-dioxoimidazolidin-1-yl]spiro[3.3]heptan-2-yl]oxy}pyridine-3-carboxamide niobium [Nb].CC(CCC1NC(N(C1=O)C1CC2(CC(C2)OC2=NC=CC=C2C(=O)N)C1)=O)C